(R)-(8-methyl-3-(3-methyl-1,2,4-thiadiazol-5-yl)-5,6-dihydro-[1,2,4]triazolo[4,3-a]pyrazin-7(8H)-yl)(p-tolyl)methanone C[C@@H]1C=2N(CCN1C(=O)C1=CC=C(C=C1)C)C(=NN2)C2=NC(=NS2)C